(1S,9R,11R)-9-Methyl-11-prop-1-en-2-yl-5-propyl-8-oxatricyclo[7.2.2.02,7]trideca-2,4,6-trien-3-ol C[C@]12OC3=CC(=CC(=C3[C@H]([C@@H](C1)C(=C)C)CC2)O)CCC